CC1=NOC(=C1C=1C=C/2C(=CN1)NC(\C2=C(\C)/NC=2C=NN(C2)C)=O)C (Z)-5-(3,5-dimethylisoxazol-4-yl)-3-(1-((1-methyl-1H-pyrazol-4-yl)amino)ethylidene)-1H-pyrrolo[2,3-c]pyridin-2(3H)-one